N4-(3-chloro-2-fluorophenyl)-7-((1-methyl-3-(trifluoromethyl)pyrrolidin-3-yl)ethynyl)quinazoline-4,6-diamine ClC=1C(=C(C=CC1)NC1=NC=NC2=CC(=C(C=C12)N)C#CC1(CN(CC1)C)C(F)(F)F)F